ethyl 2-(4-((6,7-dimethoxyquinazolin-4-yl) oxy)-2-fluorophenyl)-2-oxoacetate COC=1C=C2C(=NC=NC2=CC1OC)OC1=CC(=C(C=C1)C(C(=O)OCC)=O)F